OC(C)(CC)S(=O)(=O)O 2-hydroxy-2-butanesulfonic acid